ClC1=C(C=C(C=C1)F)C1NC(C2=C1C(=CC1=C(N(N=C21)C)CC(F)F)NC(=O)C2=NSC1=C2C=C(C=C1F)F)=O N-[6-(2-chloro-5-fluorophenyl)-3-(2,2-difluoroethyl)-2-methyl-8-oxo-7,8-dihydro-6H-pyrrolo[4,3-g]indazol-5-yl]-5,7-difluorobenzo[d][1,2]thiazole-3-carboxamide